(R)-N-methyl-1-methyl-N-(2,2,2-trifluoro-1-(4-fluorophenyl)ethyl)-1H-indazole-6-sulfonamide CN(S(=O)(=O)C1=CC=C2C=NN(C2=C1)C)[C@@H](C(F)(F)F)C1=CC=C(C=C1)F